2-((3-(5-fluoropyrimidin-2-yl)-4-methylphenyl)carbamoyl)-4-(trifluoromethyl)pyrrolidine-1-carboxylate FC=1C=NC(=NC1)C=1C=C(C=CC1C)NC(=O)C1N(CC(C1)C(F)(F)F)C(=O)[O-]